C(C)(C)(C)OC(=O)N1CCC(CC1)OC=1C=C2C(=NC=NC2=CC1OC)NC1=CC(=C(C=C1)OCC1=NC=CC=C1)Cl 4-((4-((3-chloro-4-(pyridin-2-ylmethoxy)phenyl)amino)-7-methoxyquinazolin-6-yl)oxy)piperidine-1-carboxylic acid tert-butyl ester